C[Si](C1=CCCC(=C1)C)(C)C trimethyl-(5-methyl-1,5-cyclohexadien-1-yl)silane